2-(4-((5-chloro-2-(2,5-diazaspiro[3.4]octan-2-yl)pyridin-4-yl)oxy)-3-fluorophenyl)-4-(2,6-difluorobenzyl)-2,4-dihydro-3H-1,2,4-triazol-3-one ClC=1C(=CC(=NC1)N1CC2(C1)NCCC2)OC2=C(C=C(C=C2)N2N=CN(C2=O)CC2=C(C=CC=C2F)F)F